C(C=C)N(C(CC)=O)CC1=CC=C(C=C1)C1=NOC(=N1)C(F)(F)F N-allyl-N-[[4-[5-(trifluoromethyl)-1,2,4-oxadiazol-3-yl]phenyl]-methyl]propanamide